C(#N)C1=CC=NN1C1=NN=C(S1)C=1C(=C(C(OC1C(=O)N)=O)OC)NC1=CC=CC=C1 (5-(5-cyano-1H-pyrazol-1-yl)-1,3,4-thiadiazol-2-yl)-3-methoxy-2-oxo-4-(phenylamino)-2H-pyran-6-carboxamide